antimony(II) sulfide [Sb]=S